COC1=CC=C2N=C(C=NC2=C1C(=O)N1CCCC2=CC=CC=C12)C 7-Methoxy-3-methyl-8-(1,2,3,4-tetrahydroquinoline-1-carbonyl)quinoxalin